C(C)(C)(C)OC(=O)N1C[C@@H](CCC1)N(C(CN1N=C(C2=CC=CC=C12)C(N)=O)=O)CC(=O)NCC1=C(C(=CC=C1)Cl)F (R)-3-(2-(3-carbamoyl-1H-indazol-1-yl)-N-(2-((3-chloro-2-fluorophenylmethyl)amino)-2-oxoethyl)acetamido)piperidine-1-carboxylic acid tert-butyl ester